3-(4'-(morpholine-4-carbonyl)-[1,1'-biphenyl]-3-yl)acrylamide ethyl-3-(6-cyclopropyl-2-((1,3-dioxoisoindolin-2-yl)methyl)imidazo[1,2-a]pyridin-8-yl)-2,2-dimethylpropanoate C(C)OC(C(CC=1C=2N(C=C(C1)C1CC1)C=C(N2)CN2C(C1=CC=CC=C1C2=O)=O)(C)C)=O.N2(CCOCC2)C(=O)C2=CC=C(C=C2)C2=CC(=CC=C2)C=CC(=O)N